CC1(CCC(CC1)(C(=O)OC)NCC1=CC=C(C=C1)C1=CC(=CC=C1C=1N=NN(N1)C(C1=CC=CC=C1)(C1=CC=CC=C1)C1=CC=CC=C1)C1=CC=CC=C1)C Methyl 4,4-dimethyl-1-(((6'-(2-trityl-2H-tetrazol-5-yl)-[1,1':3',1''-terphenyl]-4-yl)methyl)amino)cyclohexanecarboxylate